N1CC(C1)SC1=C2CN(C(C2=CC=C1)=O)C1C(NC(CC1)=O)=O 3-(4-(azetidin-3-ylsulfanyl)-1-oxoisoindolin-2-yl)piperidine-2,6-dione